BrC1=CC=2C(C3=CC(=CC=C3C2C=C1)Br)(CCCCCCCCBr)CCCCCCCCBr 2,7-Dibromo-9,9-bis(8-bromooctyl)-9H-fluorene